(3-(5-(4-((5-cyclopropyl-1H-pyrazol-3-yl)amino)quinazolin-2-yl)pyridin-2-yl)-3,6-diazabicyclo[3.1.1]heptan-6-yl)(pyridin-2-yl)methanone C1(CC1)C1=CC(=NN1)NC1=NC(=NC2=CC=CC=C12)C=1C=CC(=NC1)N1CC2N(C(C1)C2)C(=O)C2=NC=CC=C2